N1C=C(C2=CC=CC=C12)CC1N(CCC2=CC(=C(C=C12)OC)OC)C(=O)C=1SC=CN1 (1-((1H-indol-3-yl)methyl)-6,7-dimethoxy-3,4-dihydroisoquinolin-2(1H)-yl)(thiazole-2-yl)-methanone